ClC1=NC=C2C=C([N+](=CC2=C1)[O-])C(OCC)OCC 7-chloro-3-(diethoxymethyl)-2,6-naphthyridine 2-oxide